ClC1=CC=C(C=C1)[C@H](C(=O)N1CC2C(C1)CN(C2)C=2C1=C(N=CN2)NC(C[C@H]1C)=O)CNC(C)C (5R)-4-(5-((S)-2-(4-chlorophenyl)-3-(isopropylamino)propionyl)hexahydropyrrolo[3,4-c]pyrrol-2(1H)-yl)-5-methyl-5,8-dihydropyrido[2,3-d]pyrimidin-7(6H)-one